C(C)C(C(=O)N)CCCCCCCCCCCCCC(C)C ethyl-isostearamide